P(=O)(O)(O)OC1=CC=C(C[C@H](N)C(=O)O)C=C1 O-phosphotyrosin